benzyl 2,2-dimethyl-4-oxo-3,10,19-trioxa-5-azatetracosan-24-oate CC(C)(OC(NCCCCOCCCCCCCCOCCCCC(=O)OCC1=CC=CC=C1)=O)C